5-(3H-[1,2,3]triazolo[4,5-b]pyridin-5-yl)-N-(4-(((4-chlorophenyl)sulfonyl)methyl)phenyl)-2-fluorobenzamide N1=NNC2=NC(=CC=C21)C=2C=CC(=C(C(=O)NC1=CC=C(C=C1)CS(=O)(=O)C1=CC=C(C=C1)Cl)C2)F